6-(1-(2-((6-amino-5-methylpyridin-3-yl)amino)-2-oxoacetyl)-5-methylpiperidin-2-yl)spiro[3.3]heptane-2-carboxamide NC1=C(C=C(C=N1)NC(C(=O)N1C(CCC(C1)C)C1CC2(CC(C2)C(=O)N)C1)=O)C